CC1C2C(C(C1C=C2)C(=O)O)C(=O)O monomethyl-5-norbornene-2,3-dicarboxylic acid